ClC[C@@H](COC1=C(C=C(C=C1)C(C)(C)C1=CC=C(C=C1)OC[C@@H](CN1CCSCC1)O)Cl)O (R)-1-chloro-3-(2-chloro-4-(2-(4-((R)-2-hydroxy-3-thiomorpholinopropoxy)phenyl)propan-2-yl)phenoxy)propan-2-ol